[Si](C1=CC=CC=C1)(C1=CC=CC=C1)(C(C)(C)C)OC[C@@H](CO)OCCN1C2=NC=NC(=C2N=C1)NC(C1=CC=CC=C1)=O (R)-N-{9-[2-({1-[(tert-butyldiphenylsilyl)oxy]-3-hydroxypropan-2-yl}oxy)ethyl]-9H-purin-6-yl}benzamide